ClC=1C=C(C(=NC1)OC)S(=O)(=O)NC1=C(C(=C(C=C1)F)C=1C=C2C=NC(=NC2=CC1)NC)F 5-chloro-N-(2,4-difluoro-3-(2-(methylamino)quinazolin-6-yl)phenyl)-2-methoxypyridine-3-sulfonamide